3-(benzylamino)-4-(cyclohexylamino)-N-(2-(dimethylamino)ethyl)benzenesulfonamide C(C1=CC=CC=C1)NC=1C=C(C=CC1NC1CCCCC1)S(=O)(=O)NCCN(C)C